2-(cyclopropylmethoxy)-N-(2'-(3,3-difluoropyrrolidin-1-yl)-[2,4'-bipyridin]-3'-yl)pyrimidine-5-carboxamide C1(CC1)COC1=NC=C(C=N1)C(=O)NC=1C(=NC=CC1C1=NC=CC=C1)N1CC(CC1)(F)F